C(C)C=1C=C(C(=C(C1)O)[C@@H]1C=C(CC[C@H]1C(=C)C)C)O 5-Ethyl-2-((1R,6R)-3-methyl-6-(prop-1-en-2-yl)cyclohex-2-enyl)benzene-1,3-diol